FC1=CC(=CC2=C1CN([C@H](CO2)C)C(=O)C2(COC2)C)C(=O)OC(C)C isopropyl (S)-6-fluoro-3-methyl-4-(3-methyloxetane-3-carbonyl)-2,3,4,5-tetrahydrobenzo[f][1,4]oxazepine-8-carboxylate